C1(CC1)C=1N(C(C=CC1C(=O)NC1=CC=C(C=C1)C)=O)C1=CC=C(C=C1)C 2-cyclopropyl-6-oxo-N,1-di-p-tolyl-1,6-dihydropyridine-3-carboxamide